ClC=1C=C(CC2C(CCC2)OC(=O)N[C@H](C(=O)N[C@H](C(=O)OC)C[C@H]2C(NCC2)=O)CC(C)C)C=CC1 Methyl (2S)-2-((2S)-2-((((2-(3-chlorobenzyl)cyclopentyl)oxy)carbonyl)amino)-4-methylpentanamido)-3-((S)-2-oxopyrrolidin-3-yl)propanoate